FC=1C=CC(=NC1C)C(=O)N 5-fluoro-6-methyl-pyridine-2-carboxamide